C(CCCCCCCCCCCCCCCCC)(=O)[O-].C(CCCCCCCCCCCCCCCCC)(=O)[O-].C(CCCCC)[Sn+2]CCCCCC dihexyl-tin distearate